BrC1=C(C=C2C(=NC(NC2=C1SC[C@H](CO)NC(OCC1=CC=CC=C1)=O)=O)O)Cl benzyl N-[(1S)-1-[(7-bromo-6-chloro-4-hydroxy-2-oxo-1H-quinazolin-8-yl)sulfanylmethyl]-2-hydroxy-ethyl]carbamate